3-(2-(2-fluoropyridin-4-yl)ethyl)quinazolin-4(3H)-one FC1=NC=CC(=C1)CCN1C=NC2=CC=CC=C2C1=O